ClC1=CC(=CC2=C1OC1=C2C=CC=C1)OC=1C=C(C=CC1)N1N=CC=C1 1-(3-((4-chlorodibenzo[b,d]furan-2-yl)oxy)phenyl)-1H-pyrazole